(S)-1-(2-(4-chlorophenyl)propan-2-yl)-3-(methoxymethyl)-3-(4-(methylsulfonyl)phenethyl)pyrrolidine ClC1=CC=C(C=C1)C(C)(C)N1C[C@@](CC1)(CCC1=CC=C(C=C1)S(=O)(=O)C)COC